2-(3-oxomorpholino)pyridin O=C1COCCN1C1=NC=CC=C1